Undecane-1,3-diene-9-carboxylic acid methyl ester COC(=O)C(CCCCC=CC=C)CC